(E)-6-(6-ethoxy-4-methoxypyridin-3-yl)-N'-((2-fluoro-5-methoxypyridin-3-yl)methylene)pyrazine-2-carbohydrazide C(C)OC1=CC(=C(C=N1)C1=CN=CC(=N1)C(=O)N/N=C/C=1C(=NC=C(C1)OC)F)OC